C(C1=CC=CC=C1)OC1=C(C(=CC(=C1)OCC1=CC=CC=C1)F)C1(COC1)NS(=O)C(C)(C)C N-{3-[2,4-bis(benzyloxy)-6-fluorophenyl]oxetan-3-yl}-2-methylpropane-2-sulfinamide